2-(bromomethyl)-5-methoxypyridine hydrobromide Br.BrCC1=NC=C(C=C1)OC